P(=O)(=O)C1=C(C=CC=C1)C(=O)O phosphophenyl-carboxylic acid